8-(phenylsulfonyl)-3,8-diazabicyclo[3.2.1]octane-3-carboxylic acid tert-butyl ester C(C)(C)(C)OC(=O)N1CC2CCC(C1)N2S(=O)(=O)C2=CC=CC=C2